NCCNC1=CC=C(CNC(=O)NC=2SC=C(N2)C(C)(C)C2=CC=C(C=C2)OC)C=C1 1-(4-((2-aminoethyl)amino)benzyl)-3-(4-(2-(4-methoxyphenyl)propan-2-yl)thiazol-2-yl)urea